N1C(CCCC=C1)=O 1,3,4,5-tetrahydroazepine-2-one